tri(3-(trimethoxysilyl)propyl)amine CO[Si](CCCN(CCC[Si](OC)(OC)OC)CCC[Si](OC)(OC)OC)(OC)OC